4-bromo-1-(tert-butyldimethylsilyl)indole BrC1=C2C=CN(C2=CC=C1)[Si](C)(C)C(C)(C)C